4-(1-adamantylmethylene)-2-(2-methylpyrazol-3-yl)oxazol-5-one C12(CC3CC(CC(C1)C3)C2)C=C2N=C(OC2=O)C=2N(N=CC2)C